3-[6-(2-methoxyphenyl)imidazo[1,2-b]pyridazin-3-yl]phenol COC1=C(C=CC=C1)C=1C=CC=2N(N1)C(=CN2)C=2C=C(C=CC2)O